(R)-6-(3-aminopiperidin-1-yl)-1-(3-(5-methyl-1H-imidazol-1-yl)propyl)-3-(2,4,5-trifluorobenzyl)pyrimidine-2,4(1H,3H)-dione N[C@H]1CN(CCC1)C1=CC(N(C(N1CCCN1C=NC=C1C)=O)CC1=C(C=C(C(=C1)F)F)F)=O